C1(CC1)C=1C(=NSC1C(=O)OCC)C=1C=NC=CC1 ethyl 4-cyclopropyl-3-(pyridin-3-yl)-1,2-thiazole-5-carboxylate